FC(OC1=CC=C(C=C1)C1(CC1)C(=O)N1CC2=CC=CC=C2C[C@H]1C(=O)O)(F)F (3S)-2-[1-[4-(Trifluoromethoxy)phenyl]cyclopropanecarbonyl]-3,4-dihydro-1H-isoquinoline-3-carboxylic acid